(11S,19S)-11-benzyl-19-cyclopropyl-1-(9H-fluoren-9-yl)-3,6,9,12,15-pentaoxo-2,18-dioxa-4,7,10,13,16-pentaazaeicosane-20-carboxylic acid C(C1=CC=CC=C1)[C@H](NC(CNC(CNC(OCC1C2=CC=CC=C2C=2C=CC=CC12)=O)=O)=O)C(NCC(NCO[C@@H](CC(=O)O)C1CC1)=O)=O